C(C1=CC=CC=C1)OC1=CC=C(CN2CCC2)C=C1 (4-(benzyloxy)benzyl)azetidine